CN1C(N(C2=NC=NC=C12)C1=CC=CC=C1)=O 7-methyl-9-phenyl-7,9-dihydro-8H-purin-8-one